OC1C(COC1)NC(=O)C=1N(N=C2C=CC(=CC12)OCC1=CC=NN1C)C N-[4-hydroxyoxolan-3-yl]-2-methyl-5-[(1-methyl-1H-pyrazol-5-yl)methoxy]-2H-indazole-3-carboxamide